benzeneacetamide C1(=CC=CC=C1)CC(=O)N